C(C)(C)(C)OC(=O)NCCCCN N-t-butyloxycarbonyl-1,4-butanediamine